ClC1=NN(B(C2=CN=CC=C12)O)C1=CC=C(C=C1)Cl chloro-2-(p-chlorophenyl)-1,2-dihydro-2,3,7-triaza-1-bora-1-naphthol